tert-butyl N-[1-[(4-cyanophenyl)methyl]-5,5,7-trifluoro-8-[5-(1-methyl-1-methylsulfonyl-ethyl)-1,3,4-oxadiazol-2-yl]-2-oxo-3,4-dihydro-1-benzazepin-3-yl]carbamate C(#N)C1=CC=C(C=C1)CN1C(C(CC(C2=C1C=C(C(=C2)F)C=2OC(=NN2)C(C)(S(=O)(=O)C)C)(F)F)NC(OC(C)(C)C)=O)=O